6-bromo-2-((3,3-difluoropiperidin-4-yl)oxy)-3-methoxybenzonitrile hydrochloride Cl.BrC1=CC=C(C(=C1C#N)OC1C(CNCC1)(F)F)OC